ClCC1=CC=C(C=C1)N1C(N(C=C1C(F)(F)F)CC)(C1=CC=C(C=C1)CCl)C1=CC=C(C=C1)CCl tris(4-(chloromethyl)phenyl)-1-ethyl-4-(trifluoromethyl)-1H-imidazole